C(C(C)C)C1=CC=C(C=C1)CC(CC(C=O)C)C 3-(4-isobutylphenyl)-2-methylpropyl-propanal